FC(OC1=CC=C(C=C1)N1CC2(CC1)OCCNC2)(F)F 2-[4-(trifluoromethoxy)phenyl]-6-oxa-2,9-diazaspiro[4.5]decane